CC1=CSC=2N=C(N=C(C21)NC=2C=C(C=CC2)C(C)(C)O)NC=2C(=NN(C2)C2CCN(CC2)C)C 2-(3-((5-methyl-2-((3-methyl-1-(1-methylpiperidin-4-yl)-1H-pyrazol-4-yl)amino)thieno[2,3-d]pyrimidin-4-yl)amino)phenyl)propan-2-ol